5-(2-amino-[1,2,4]triazolo[1,5-a]pyridin-7-yl)-N-(2-((2,6-dimethyltetrahydro-2H-pyran-4-yl)oxy)-3,5-difluorobenzyl)-2-methylnicotinamide NC1=NN2C(C=C(C=C2)C=2C=NC(=C(C(=O)NCC3=C(C(=CC(=C3)F)F)OC3CC(OC(C3)C)C)C2)C)=N1